N-(((1r,4r)-4-aminocyclohexyl)methyl)-4-(8-oxa-3-azabicyclo[3.2.1]oct-3-yl)-3-fluoroaniline NC1CCC(CC1)CNC1=CC(=C(C=C1)N1CC2CCC(C1)O2)F